lithium monobenzoate C(C1=CC=CC=C1)(=O)[O-].[Li+]